N1(N=CC=C1)C1=NC=CC2=CC=CC=C12 1-(1H-pyrazol-1-yl)isoquinoline